N-((2,6-dihydroxy-5'-methyl-4-pentyl-1',2',3',4'-tetrahydro-[1,1'-biphenyl]-3-yl)methyl)acetamide OC1=C(C(=CC(=C1CNC(C)=O)CCCCC)O)C1CCCC(=C1)C